phosphoric acid monosodium phosphate P(=O)([O-])(O)O.[Na+].P(O)(O)(O)=O